tert-butyl N-((S)-1-(but-2-ynoyl)pyrrolidine-3-carbonyl)-N-methyl-L-valinate C(C#CC)(=O)N1C[C@H](CC1)C(=O)N([C@@H](C(C)C)C(=O)OC(C)(C)C)C